C(C)OC(=O)C=1C(=C(NC1)C1=C(C=CC=C1)C(F)(F)F)C1=C(C=CC=C1)[N+](=O)[O-] (2-nitrophenyl)-2-(2-(trifluoromethyl)phenyl)Azole-4-carboxylic acid ethyl ester